CC1=CC(=C2C(=N1)SC=C2)C2C(C2)C2=CC=C(C=C2)C=O (4-(2-(6-methylthieno[2,3-b]pyridin-4-yl)cyclopropyl)phenyl)methanone